CC1=NC2=CC=C(C=C2C(=C1)C1=C(C=CC=C1)C=1C=NN(C1)C)C(=O)N1CCOCC1 (2-methyl-4-(2-(1-methyl-1H-pyrazol-4-yl)phenyl)quinolin-6-yl)(morpholino)methanone